1-((1-(allyloxy)-3,3-dimethylcyclohexyl)methyl)-4-bromo-5-methyl-1H-pyrazole C(C=C)OC1(CC(CCC1)(C)C)CN1N=CC(=C1C)Br